CNC(=O)C1=CC=C2C(=N1)NC=C2 N-methyl-1H-pyrrolo[2,3-b]pyridine-6-carboxamide